1-(9Z,12Z,15Z-octadecatrienoyl)-2-(11Z-docosenoyl)-glycero-3-phospho-(1'-sn-glycerol) CCCCCCCCCC/C=C\CCCCCCCCCC(=O)O[C@H](COC(=O)CCCCCCC/C=C\C/C=C\C/C=C\CC)COP(=O)(O)OC[C@H](CO)O